C(C)(C)(C)OC(=O)N1CCC2=C(CC1)C=C1C(=C2)N(C=N1)S(=O)(=O)C(F)(F)F 1-((trifluoromethyl)sulfonyl)-5,6,8,9-tetrahydroimidazo[4',5':4,5]benzo[1,2-d]azepine-7-carboxylic acid tert-butyl ester